N[C@@H]1CN(CC[C@H]1F)C1=NC2=C(N1CC(=O)N(C)C1CCS(CC1)(=O)=O)C=C(C(=C2)F)F 2-(2-((3R,4R)-3-amino-4-fluoropiperidin-1-yl)-5,6-difluoro-1H-benzo[d]imidazol-1-yl)-N-(1,1-dioxidotetrahydro-2H-thiopyran-4-yl)-N-methylacetamide